ClC=1C=NN2C1C=C(C=C2OC)C2=NN(C(=C2C(=O)N)C(F)(F)F)C2=C1C=CNC(C1=CC=C2)=C=O (3-chloro-7-methoxypyrazolo[1,5-a]pyridin-5-yl)-1-(1-carbonyl-1,2-dihydroisoquinolin-5-yl)-5-(trifluoromethyl)-1H-pyrazole-4-carboxamide